(S)-7-((5-(2-(2-hydroxypropan-2-yl)morpholino)pyridin-2-yl)amino)-4-(7-methyl-7H-pyrrolo[2,3-d]pyrimidin-4-yl)isoindolin-1-one OC(C)(C)[C@H]1OCCN(C1)C=1C=CC(=NC1)NC=1C=CC(=C2CNC(C12)=O)C=1C2=C(N=CN1)N(C=C2)C